1,3-bis(3-aminobutyl)disiloxane NC(CC[SiH2]O[SiH2]CCC(C)N)C